N-methyl-propylenediamine CNCC(C)N